C[Si](O[C@@]1([C@H](C1)\C=C\C1=CC=CC=C1)C1=CC=CC=C1)(C)C trimethyl-((1s,2r)-1-phenyl-2-((E)-styryl)cyclopropoxy)silane